4-(3-fluoro-4-(4-((1-methyl-1H-indazol-5-yl)amino)quinolin-6-yl)benzyl)piperazin-2-one FC=1C=C(CN2CC(NCC2)=O)C=CC1C=1C=C2C(=CC=NC2=CC1)NC=1C=C2C=NN(C2=CC1)C